C(C)(C)(C)OC(=O)N1CCC(CC1)N1C(CC2=CC(=CC=C12)Br)=O 4-(5-bromo-2-oxo-indolin-1-yl)piperidine-1-carboxylic acid tert-butyl ester